CCCCCC(=O)OC(=O)CCCCC n-caproic anhydride